tert-butyl 6-(7-hydroxyquinoxalin-2-yl)-2-azaspiro[3.3]hept-6-ene-2-carboxylate OC1=CC=C2N=CC(=NC2=C1)C=1CC2(CN(C2)C(=O)OC(C)(C)C)C1